{[2,4-bis(benzyloxy)phenyl]methyl}({2-fluoro-3-[(2-oxo-1-imidazolidinyl)methyl]phenyl}methyl)amine C(C1=CC=CC=C1)OC1=C(C=CC(=C1)OCC1=CC=CC=C1)CNCC1=C(C(=CC=C1)CN1C(NCC1)=O)F